ClC1=CC=C(C=C1)C=1C=C(C(N(N1)C=1C=NN(C1)C)=O)C(=O)NC(CP(O)(O)=O)CO (2-(6-(4-chlorophenyl)-2-(1-methyl-1H-pyrazol-4-yl)-3-oxo-2,3-dihydropyridazine-4-carboxamido)-3-hydroxypropyl)phosphonic acid